1-fluoro-5-(methoxy-d3)-2-methyl-4-nitrobenzene FC1=C(C=C(C(=C1)OC([2H])([2H])[2H])[N+](=O)[O-])C